7-hydroxy-1-(6-nitroindolin-1-yl)hept-5-yn-1-one OCC#CCCCC(=O)N1CCC2=CC=C(C=C12)[N+](=O)[O-]